FC1=CC=C(OC=2C=C(C=CC2NS(=O)(=O)CC(F)(F)F)C2=NNC(=C2C(=O)N)NC2=NC(=CC=C2)C(F)(F)F)C=C1 3-(3-(4-fluorophenoxy)-4-((2,2,2-trifluoroethyl)sulfonamido)phenyl)-5-((6-(trifluoromethyl)pyridine-2-yl)amino)-1H-pyrazole-4-carboxamide